5-morpholinoisothiazol-3-ol O1CCN(CC1)C1=CC(=NS1)O